N-Butyl-3-(p-tolylamino)quinoxaline-2-carboxamide C(CCC)NC(=O)C1=NC2=CC=CC=C2N=C1NC1=CC=C(C=C1)C